C(#N)C=1N=CC(=NC1)NC1=CC(=C(N=N1)C(=O)N)NCC1CCOCC1 6-(5-cyanopyrazin-2-ylamino)-4-((tetrahydro-2H-pyran-4-yl)methylamino)pyridazine-3-carboxamide